2-(2-Chloro-5-isopropyl-8-oxothieno[2',3':4,5]pyrrolo[1,2-d][1,2,4]triazin-7(8H)-yl)-N-(3-hydroxy-2,2-dimethylpropyl)acetamid ClC1=CC2=C(C=C3N2C(=NN(C3=O)CC(=O)NCC(CO)(C)C)C(C)C)S1